COC(\C(=C/N(C)C)\C1=C(C=C(C=C1C)C#N)C)=O (Z)-2-(4-cyano-2,6-dimethylphenyl)-3-(dimethylamino)acrylic acid methyl ester